BrC=1C=NN(C1C1=CC=CC=C1)C1=CC=C(C=C1)Br 4-bromo-1-(4-bromophenyl)-5-phenyl-1H-pyrazole